3-acetamido-2-chloro-4-methoxy-N-(1-methyltetrazol-5-yl)benzamide C(C)(=O)NC=1C(=C(C(=O)NC2=NN=NN2C)C=CC1OC)Cl